The molecule is a member of the class of 1,3-benzoxazoles that is 6-chloro-1,3-benzoxazol-2-ol in which the hydrogen of the hydroxy group at position 2 is substituted by a 4-({1-[(2-fluorophenyl)(methyl)amino]-1-oxopropan-2-yl}oxy)phenyl group. It is a member of 1,3-benzoxazoles, an organochlorine compound, an aromatic ether, a member of monofluorobenzenes and a tertiary carboxamide. CC(C(=O)N(C)C1=CC=CC=C1F)OC2=CC=C(C=C2)OC3=NC4=C(O3)C=C(C=C4)Cl